ClC=1C=C(C=CC1F)NC1=NC=NC2=CC(=C(C=C12)OC1CCN(CC1)C(=O)N1CC(OCC1)C)OC 4-[(3-chloro-4-fluoro-phenyl)amino]-6-{1-[(2-methyl-morpholin-4-yl)carbonyl]-piperidin-4-yloxy}-7-methoxy-quinazoline